Cl.FC=1C=C2C(NC=NC2=CC1)=O 6-fluoroquinazolin-4(3H)-one hydrochloride